1,4-bis(1-hydroxy-1-methylethyl)benzene OC(C)(C)C1=CC=C(C=C1)C(C)(O)C